(1S,3S)-3-(4-(4-fluorophenyl)-5-(1H-pyrrolo[2,3-b]pyridin-4-yl)-1H-imidazol-1-yl)cyclohexan-1-ol FC1=CC=C(C=C1)C=1N=CN(C1C1=C2C(=NC=C1)NC=C2)[C@@H]2C[C@H](CCC2)O